1,3-bis[2-(4-cyanophenyl)-2-propyl]Benzene C(#N)C1=CC=C(C=C1)C(C)(C)C1=CC(=CC=C1)C(C)(C)C1=CC=C(C=C1)C#N